C(#N)C1=CC(=C(COC2=CC=CC(=N2)C2=CC(=C(CC3=NC4=C(N3CCOC)C=C(C=C4I)C(=O)OC)C=C2F)F)C=C1)F methyl 2-(4-(6-((4-cyano-2-fluorobenzyl) oxy) pyridin-2-yl)-2,5-difluorobenzyl)-4-iodo-1-(2-methoxyethyl)-1H-benzo[d]imidazole-6-carboxylate